[2,2,2-trifluoro-1-(4-piperidyl)ethyl][p-(4-morpholino-1H-1,5,7-triazainden-2-yl)phenyl]amine FC(C(C1CCNCC1)NC1=CC=C(C=C1)C=1NC2=NC=NC(=C2C1)N1CCOCC1)(F)F